3-(5-(4-(2-hydroxyethyl)piperidin-1-yl)-1-oxoisoindolin-2-yl)piperidine-2,6-dione OCCC1CCN(CC1)C=1C=C2CN(C(C2=CC1)=O)C1C(NC(CC1)=O)=O